4-(4-methoxybenzyl)-2-methyl-2,4-dihydro-5H-pyrazolo[4,3-b]Pyridin-5-one COC1=CC=C(CN2C=3C(C=CC2=O)=NN(C3)C)C=C1